Aluminium-iron [Fe].[Al]